Dysprosium-iron [Fe].[Dy]